3',5'-dichloro-3,5-difluoro-4'-(2-fluoro-4-hydroxy-3-isopropylbenzyl)-[1,1'-biphenyl]-4-ol ClC=1C=C(C=C(C1CC1=C(C(=C(C=C1)O)C(C)C)F)Cl)C1=CC(=C(C(=C1)F)O)F